C1(=CC=CC=C1)C1=C(C(=NN=N1)C1=C(C=CC=C1)C=1[Se]C2=C(C1C1=C(C(=CC=3C4=CC=CC=C4CC13)C)C)C=CC=C2)C2=C(C=CC=C2)C=2C(=CC=CC2)C2=CC=CC=C2 [phenyl(terphenylyl)triazinyl][(dimethylfluorenyl)benzselenophenyl]benzene